2-(piperidin-4-yl)-3H-pyrrolo[2,3-c]isoquinoline N1CCC(CC1)C1=CC2=C(N=CC=3C=CC=CC23)N1